The molecule is an N-acylglycine in which the acyl group is specified as 5-amino-2-hydroxybenzoyl. It has a role as a metabolite. It derives from a salicyluric acid. C1=CC(=C(C=C1N)C(=O)NCC(=O)O)O